C(C)OC(C[C@@H](C)C1=CC(=C(C=C1)Br)F)=O.NC1=C(C=C(C=C1C)Br)C(C)=O 1-(2-amino-5-bromo-3-methyl-phenyl)ethanone Ethyl-(R)-3-(4-bromo-3-fluorophenyl)butanoate